C(C)(=O)N1CCC(CC1)CC(=O)N1CC(C1)(C(=O)NC=1C(=NC(=CC1)C)OC(F)F)C1=C(C=CC=C1)C(C)C 1-(2-(1-acetylpiperidin-4-yl)acetyl)-N-(2-(difluoromethoxy)-6-methylpyridin-3-yl)-3-(2-isopropylphenyl)azetidine-3-carboxamide